((S)-1-(2-fluoroethyl)-2,2-dimethylpiperidin-4-yl)-4-azaspiro[2.5]octane-7-carboxamide FCCN1C(C[C@H](CC1)C1CC12NCCC(C2)C(=O)N)(C)C